O=C1NCC=2C=CC=C(C12)C(=O)N 3-oxo-2,3-dihydro-1H-isoindole-4-carboxylic acid amide